trans-tert-Butyl N-[4-[N-cyclopropyl-4-fluoro-2-(2-trimethylsilylethoxymethoxy) anilino]cyclohexyl]carbamate C1(CC1)N(C1=C(C=C(C=C1)F)OCOCC[Si](C)(C)C)[C@@H]1CC[C@H](CC1)NC(OC(C)(C)C)=O